N1C(=NC2=C1C=CC=C2)COC2=C(C=C(N)C=C2)C 4-((1H-benzo[d]imidazol-2-yl)methoxy)-3-methylaniline